COC=1C=C(C=CC1OCC1=CC=C(C=C1)C(F)(F)F)C(C)N1C(=NC=2C1=NC=C(C2)C=2C=NNC2)N 3-(1-(3-Methoxy-4-((4-(trifluoromethyl)benzyl)oxy)phenyl)ethyl)-6-(1H-pyrazol-4-yl)-3H-imidazo[4,5-b]pyridin-2-amine